3-amino-2-(1,2,3,4-tetrahydroquinoline-4-carbonyl)-4,5-dihydro-2H-pyrazolo[3,4-c]pyridin NC=1N(N=C2C=NCCC21)C(=O)C2CCNC1=CC=CC=C21